C[C@H]1CN(C[C@H](N1)C)C=1N=CC(=NC1)NC(=O)C=1C(=CC=2N(C1)C=C(N2)C)OCC N-(5-((3S,5R)-3,5-dimethylpiperazin-1-yl)pyrazin-2-yl)-7-ethoxy-2-methylimidazo[1,2-a]pyridine-6-carboxamide